N-(3-aminopropyl)-3-((2-fluorophenyl)amino)quinoline-2-carboxamide NCCCNC(=O)C1=NC2=CC=CC=C2C=C1NC1=C(C=CC=C1)F